NC1=NC=CC=2N1C(=NC2C2CN(CC2)C(=O)OC(C)(C)C)C2=CC=C(C=C2)C(NC2=NC=CC=C2)=O tert-butyl 3-(5-amino-3-(4-(pyridin-2-ylcarbamoyl) phenyl)imidazo[1,5-c]pyrimidin-1-yl)pyrrolidine-1-carboxylate